IC1=C(C=C(C=C1C)C1=CC(N(C=N1)C)=O)C 6-(4-iodo-3,5-dimethyl-phenyl)-3-methyl-3H-pyrimidin-4-one